tert-butyl 6-((3,4-dichlorophenyl) (4-(5-(difluoromethyl)-1,3,4-oxadiazol-2-yl)-2-fluorobenzyl) thiocarbamoyl)-2,6-diazaspiro[3.3]heptane-2-carboxylate ClC=1C=C(C=CC1Cl)N(C(=S)N1CC2(CN(C2)C(=O)OC(C)(C)C)C1)CC1=C(C=C(C=C1)C=1OC(=NN1)C(F)F)F